[2-Chloro-4-fluoro-5-(7-morpholin-4-yl-quinazolin-4-yl)phenyl]-(6-chloro-5-methoxy-pyridazin-3-yl)methanol ClC1=C(C=C(C(=C1)F)C1=NC=NC2=CC(=CC=C12)N1CCOCC1)C(O)C=1N=NC(=C(C1)OC)Cl